COC=1C=CC=2C(=NSC2)C1 6-methoxybenzo[c]isothiazole